C(#N)C1=CNC2=C(C=CC=C12)C1=NNC(=C1)NC(C1=CC=C(C=C1)NC1CCN(CC1)C)=O N-(3-(3-cyano-1H-indol-7-yl)-1H-pyrazol-5-yl)-4-((1-methylpiperidin-4-yl)amino)benzamide